C(C)OC(C[C@@H](C=1C=C(C=C(C1)F)C1=C(C=CC=C1C)C)N([C@H](C)C1=CC=CC=C1)CC1=CC=CC=C1)=O (S)-3-(benzyl-((R)-1-phenylethyl)amino)-3-(5-fluoro-2',6'-dimethylbiphenyl-3-yl)propanoic acid ethyl ester